4-bromo-3-chloro-N-((1S,3S)-3-hydroxy-3-(trifluoromethyl)cyclobutyl)benzenesulfonamide BrC1=C(C=C(C=C1)S(=O)(=O)NC1CC(C1)(C(F)(F)F)O)Cl